C(C)(=O)O[C@H]1[C@@H](SC=2C(=NC=C(C2)Cl)C(NN2CCC2)=O)O[C@@H]([C@@H]([C@@H]1N=[N+]=[N-])OC(C)=O)COC(C)=O 2-(N-azetidinylcarbamoyl)-5-chloropyridin-3-yl 2,4,6-tri-O-acetyl-3-azido-3-deoxy-1-thio-alpha-D-galactopyranoside